(L)-cysteic acid N[C@@H](CS(=O)(O)=O)C(=O)O